methyl (S)-4-(5-(3-bromopropoxy)-6-methoxyisoindolin-2-yl)-2-methyl-4-oxobutanoate BrCCCOC=1C=C2CN(CC2=CC1OC)C(C[C@@H](C(=O)OC)C)=O